N-[(1S)-2-[[(1S)-1-cyano-2-[(6R)-5-oxo-4-azaspiro[2.4]heptan-6-yl]ethyl]amino]-1-(cyclopropylmethyl)-2-oxo-ethyl]-4,7-difluoro-1H-indole-2-carboxamide C(#N)[C@H](C[C@H]1C(NC2(CC2)C1)=O)NC([C@H](CC1CC1)NC(=O)C=1NC2=C(C=CC(=C2C1)F)F)=O